6-fluoro-1,2,3,4-tetrahydronaphthalene FC=1C=C2CCCCC2=CC1